3-(5-(7H-pyrrolo[2,3-d]pyrimidin-4-yl)pyridin-2-yl)-6-(3,4-difluorobenzyl)-3,6-diazabicyclo[3.1.1]heptane N1=CN=C(C2=C1NC=C2)C=2C=CC(=NC2)N2CC1N(C(C2)C1)CC1=CC(=C(C=C1)F)F